6-(1,4-oxazepan-4-yl)pyrimidin-4-amine O1CCN(CCC1)C1=CC(=NC=N1)N